Methyl (1-(4-bromophenyl)piperidin-4-yl)methylbenzenesulfonate BrC1=CC=C(C=C1)N1CCC(CC1)CC1=C(C=CC=C1)S(=O)(=O)OC